N-(1-(6-methyl-4,8-dioxo-1,3,6,2-dioxazaborocan-2-yl)-3-(thiophen-3-yl)prop-2-yn-1-yl)-4-nitrobenzenesulfonamide CN1CC(OB(OC(C1)=O)C(C#CC1=CSC=C1)NS(=O)(=O)C1=CC=C(C=C1)[N+](=O)[O-])=O